6-{4-[(4-{[4-(pentafluoro-λ6-sulfanyl)phenyl]Amino}piperidin-1-yl)sulfonyl]phenyl}-2H,3H-[1,2,4]triazolo[4,3-a]pyridin-3-one FS(C1=CC=C(C=C1)NC1CCN(CC1)S(=O)(=O)C1=CC=C(C=C1)C=1C=CC=2N(C1)C(NN2)=O)(F)(F)(F)F